C(C)(C)C1=CN=C2N1N=C(C=C2NC2=C(C=CC=C2)C(F)(F)F)SC2CNCCC2 3-isopropyl-6-(piperidin-3-ylthio)-N-(2-(trifluoromethyl)phenyl)imidazo[1,2-b]pyridazin-8-amine